5-(methyl-(phenyl)amino)-[1,2,4]triazolo[4,3-a]quinazoline-7-carbaldehyde CN(C1=NC=2N(C3=CC=C(C=C13)C=O)C=NN2)C2=CC=CC=C2